(R)-7-(methyl-d3)-6,6a,7,8-tetrahydroindolo[4,3-fg]quinolin-9(4H)-one C(N1CC(C=C2C3=C4C(C[C@@H]12)=CNC4=CC=C3)=O)([2H])([2H])[2H]